ClC1=C(C=CC=C1)CC(CNC(=O)[C@H]1N(C[C@@H](C1)O)C(=O)OC(C)(C)C)=O tert-butyl (2S,4R)-2-[[3-(2-chlorophenyl)-2-oxopropyl]carbamoyl]-4-hydroxypyrrolidine-1-carboxylate